CN(C=1C=CC(=C(C1)C1=CC=CC=C1)S(=O)(=O)N1CCC(CC1)(C(=O)N[C@@H](C)\C=C/S(=O)(=O)C)F)C (S,Z)-1-((5-(dimethylamino)-[1,1'-biphenyl]-2-yl)sulfonyl)-4-fluoro-N-(4-(methylsulfonyl)but-3-en-2-yl)piperidine-4-carboxamide